FC=1C=CC(=NC1C(F)(F)F)[C@@H](NC(=O)N1[C@@H](C(NCC1)=O)C)C=1C=NC(=CC1)OCC(F)(F)F (2R)-N-((S)-(5-fluoro-6-(trifluoro-methyl)pyridin-2-yl)(6-(2,2,2-trifluoro-ethoxy)pyridin-3-yl)methyl)-2-methyl-3-oxopiperazine-1-carboxamide